C1(CCCC1)COC1=C(C=CC=C1)CNC(=O)C=1C=C(C=NC1OC)C1=CC=C2C(=NNC2=C1)C(=O)NC 6-[5-({[2-(cyclopentylmeth-oxy)phenyl]methyl}carbamoyl)-6-methoxypyridin-3-yl]-N-methyl-1H-indazole-3-carboxamide